ClC1=CC(=C(C=C1)C(CC)=O)B1OC(C(O1)(C)C)(C)C 1-(4-chloro-2-(4,4,5,5-tetramethyl-1,3,2-dioxaborolan-2-yl)phenyl)propan-1-one